CC1=CC=CC(=N1)C1=NNC=C1C=1N=C2C(=CC=NC2=CC1)C1N[C@@H]2[C@@H](OC1)CNC2 |r| rac-(4aS,7aS)-3-[6-[3-(6-methyl-2-pyridyl)-1H-pyrazol-4-yl]-1,5-naphthyridin-4-yl]-2,3,4,4a,5,6,7,7a-octahydropyrrolo[3,4-b][1,4]oxazine